C(#N)C1=CC=C(C=C1)NC(=O)C1CC12CCC(CC2)C2=CC=NC1=CC=C(C=C21)F N-(4-cyanophenyl)-6-(6-fluoroquinolin-4-yl)spiro[2.5]octane-1-carboxamide